(S)-2-(4-bromo-3-fluorophenyl)-6-chloro-5-(3-(dimethylamino)pyrrolidin-1-yl)-1H-benzo[d]imidazole-4,7-dione BrC1=C(C=C(C=C1)C1=NC2=C(N1)C(C(=C(C2=O)N2C[C@H](CC2)N(C)C)Cl)=O)F